1-[4-[5-(4-methyl-2,4,5-triazatricyclo[7.3.0.03,7]dodeca-1,3(7),5,8-tetraen-8-yl)-3-pyridinyl]phenyl]pyrrolidin-2-one CN1C=2N=C3CCCC3=C(C2C=N1)C=1C=C(C=NC1)C1=CC=C(C=C1)N1C(CCC1)=O